O(C1=CC=CC=C1)CCCCCCC=1C=CC2=C(NC(=N2)C(=O)N2CCN(CC2)C(=O)OC(C)(C)C)C1 tert-butyl 4-(6-(6-phenoxyhexyl)-1H-benzo[d]imidazole-2-carbonyl)piperazine-1-carboxylate